1-(5-((RS)-2,6-dioxopiperidin-3-yl)pyridin-2-yl)piperidin O=C1NC(CC[C@@H]1C=1C=CC(=NC1)N1CCCCC1)=O |r|